C(CC)=NNC(=S)N 1-Propylidenethiosemicarbazide